C(C1=CC=CC=C1)OC1=C(C=CC=C1)NC(\C=C\C1=CC=C2C=NNC2=C1)=O (E)-N-(2-(benzyloxy)phenyl)-3-(1H-indazol-6-yl)acrylamide